CC1=C(CB2O[C@]3([C@@H]4C([C@H](C[C@H]3O2)C4)(C)C)C)C=CC(=C1)C (1S,2S,6R,8S)-4-(2,4-dimethyl-benzyl)-2,9,9-trimethyl-3,5-dioxa-4-bora-tricyclo[6.1.1.02,6]Decane